FC1=CC=C(C=C1)C1=CC=C(O1)C(=O)NC1=CC=C(C=C1)C(\C=C\C1=CC=C(C=C1)N(C)CCO)=O 5-(4-Fluorophenyl)-N-[4-[(E)-3-[4-[2-hydroxyethyl(methyl)amino]phenyl]prop-2-enoyl]phenyl]furan-2-carboxamide